COC1=C(N=C(N(C1=O)C)C1=NC2=C(N1C)C=CC=C2)C(=O)NC=2C=NOC2 5-methoxy-1-methyl-2-(1-methyl-1H-1,3-benzodiazol-2-yl)-N-(1,2-oxazol-4-yl)-6-oxo-1,6-dihydropyrimidine-4-carboxamide